[Mg].[Ag] silver magnesium salt